C(C)N1CCN(CC1)C1CCN(CC1)C1=CC(=C(C=C1C)NC=1N=C(C2=C(N1)NC=C2)NC=2C(=C1N=CC=NC1=CC2)P(C)(C)=O)OC (6-((2-((4-(4-(4-ethylpiperazin-1-yl)piperidin-1-yl)-2-methoxy-5-methylphenyl)amino)-7H-pyrrolo[2,3-d]pyrimidin-4-yl)amino)quinoxalin-5-yl)dimethyl-phosphine oxide